C(C1=CC=CC=C1)[C@@H](/C=C/[C@H](CC(C)C)NC(OC(C)(C)C)=O)C(=O)N1[C@H](CCC1)C(NC1CC(N(C(C1)(C)C)O)(C)C)=O tert-Butyl N-[(4S,5E,7S)-7-benzyl-8-[(2R)-2-[(1-hydroxy-2,2,6,6-tetramethylpiperidin-4-yl)carbamoyl]pyrrolidin-1-yl]-2-methyl-8-oxooct-5-en-4-yl]carbamate